C(C)N(C1=NC(=NC2=CC=C(C(=C12)F)F)NN)C1=CC(=CC(=C1)I)F N-ethyl-5,6-difluoro-N-(3-fluoro-5-iodophenyl)-2-hydrazinylquinazolin-4-amine